FC=1C=C(C=CC1C=O)CC1=CC=C(C=C1)NC(OC(C)(C)C)=O tert-butyl N-[4-[(3-fluoro-4-formyl-phenyl)methyl]phenyl]carbamate